3-(5-(2-(4-(4-(2,4-dioxotetrahydropyrimidin-1(2H)-yl)-3-fluorophenyl)piperazin-1-yl)-7-azaspiro[3.5]nonan-7-yl)pyrimidin-2-yl)isoxazole-5-carboxylic acid O=C1N(CCC(N1)=O)C1=C(C=C(C=C1)N1CCN(CC1)C1CC2(C1)CCN(CC2)C=2C=NC(=NC2)C2=NOC(=C2)C(=O)O)F